chloropyrrolyl-urea ClN(C(=O)N)C=1NC=CC1